[Zn+2].BrC=1C=CC(=NC1)C=1C2=CC=C(N2)C(=C2C=CC(C(=C3C=CC(=C(C=4C=CC1N4)C4=NC=C(C=C4)Br)N3)C3=NC=C(C=C3)Br)=N2)C2=NC=C(C=C2)Br 5,10,15,20-tetrakis(5-bromopyridine-2-yl)porphyrin zinc(II)